Kalium selenate [Se](=O)(=O)([O-])[O-].[K+].[K+]